N[C@@H]1CN(CC[C@H]1F)C1=NC2=C(N1CC(=O)N(C)C)C=CC(=C2)OC(F)(F)F 2-(2-((3R,4R)-3-Amino-4-fluoropiperidin-1-yl)-5-(trifluoromethoxy)-1H-benzo[d]imidazol-1-yl)-N,N-dimethylacetamid